[Fe].NC(=N)NCCCC(C(=O)O)NC(C(=O)O)CCC(=O)O nopaline iron